FC=1C(=C2C(C(=CN(C2=NC1N1CC(C1)N1N=CC=C1)C=1SC=CN1)C(=O)O)=O)C 6-fluoro-5-methyl-4-oxo-7-[3-(1H-pyrazol-1-yl)azetidin-1-yl]-1-(1,3-thiazol-2-yl)-1,4-dihydro-1,8-naphthyridine-3-carboxylic acid